Cl.FC1=CC=C2[C@@H](COC(C2=C1)C)NC (4S)-7-fluoro-N,1-dimethylisochroman-4-amine hydrochloride